1-(3-bromo-2-pyridinyl)-8-chloro-6-fluoro-1,4-dihydro-7-piperazinyl-4-oxo-3-quinolinecarboxylic acid BrC=1C(=NC=CC1)N1C=C(C(C2=CC(=C(C(=C12)Cl)N1CCNCC1)F)=O)C(=O)O